(S)-2-(3-cyclopropyl-1-methyl-4-oxo-1,4-dihydro-5H-pyrazolo[3,4-d]pyridazin-5-yl)-N-(1-(4-(trifluoromethyl)phenyl)ethyl)acetamide C1(CC1)C1=NN(C=2C=NN(C(C21)=O)CC(=O)N[C@@H](C)C2=CC=C(C=C2)C(F)(F)F)C